5-(o-Tolyl)-2-oxa-9λ6-thia-6,8,15,23-tetraazatetracyclo[15.3.1.13,7.110,14]tricosa-1(20),3,5,7(23),10(22),11,13,17(21),18-nonaene 9,9-dioxide C1(=C(C=CC=C1)C=1C=C2OC3=CC=CC(CNC4=CC=CC(S(NC(N1)=N2)(=O)=O)=C4)=C3)C